N-(5-isobutyryl-6-((2'-methoxy-[1,1'-biphenyl]-3-yl)methyl)-5-azaspiro[2.4]heptan-7-yl)methanesulfonamide C(C(C)C)(=O)N1CC2(CC2)C(C1CC=1C=C(C=CC1)C1=C(C=CC=C1)OC)NS(=O)(=O)C